3-(4,4-bis(Ethoxymethyl)cyclohexyl)-2-((methyl(2-(methylamino)ethyl)amino)methyl)-4,5,6,7-tetrahydropyrazolo[1,5-a]pyridin-6-ol C(C)OCC1(CCC(CC1)C=1C(=NN2C1CCC(C2)O)CN(CCNC)C)COCC